C(C)(=O)C=1C=C(C=C2C(N(C(=NC12)C1=CC=CC=C1)C)=O)C 8-acetyl-3,6-dimethyl-2-phenylquinazolin-4(3H)-one